[Si](C)(C)(C(C)(C)C)OC1(CC1)C1=CC=C(C=C1)C(C)O 1-(4-(1-((tert-Butyldimethylsilyl)oxy)cyclopropyl)phenyl)ethanol